2-phenyl-3-benzoyloxy-4H-pyrido[1,2-a]pyrimidin-4-one C1(=CC=CC=C1)C=1N=C2N(C(C1OC(C1=CC=CC=C1)=O)=O)C=CC=C2